CC1(CC1)NC1CN(CC1)C1=CC=C(N=N1)C1=C(C=C(C=C1)C=1C=NNC1)O 2-(6-{3-[(1-methylcyclopropyl)amino]pyrrolidin-1-yl}pyridazin-3-yl)-5-(1H-pyrazol-4-yl)phenol